ClC=1C=C(C(=O)O)C=C(C1)S(=O)(=O)C 3-chloro-5-(methylsulfonyl)-benzoic acid